COC=1C(C(=C(C(C1OC)=O)CCCCCCCCCCN([C@@H](CCCNC(N)=N)C(=O)O)C(=O)OC(C)(C)C)C)=O 10-(4,5-dimethoxy-2-methyl-3,6-dioxocyclohex-1,4-dien-1-yl)decyl-(t-butoxycarbonyl)arginine